tert-Butyl 4-(2-chloro-4-methoxyphenyl)-3,6-dihydropyridine-1(2H)-carboxylate ClC1=C(C=CC(=C1)OC)C=1CCN(CC1)C(=O)OC(C)(C)C